4-(3-chloro-5-(2-isopropylphenyl)-2-methyl-1,2-dihydropyrido[2,3-d]pyridazin-8-yl)piperazine-1-carboxylic acid tert-butyl ester C(C)(C)(C)OC(=O)N1CCN(CC1)C=1N=NC(=C2C1NC(C(=C2)Cl)C)C2=C(C=CC=C2)C(C)C